ClC1=C(C=2N=C(N=C(C2C=N1)N([C@H]1CN(CC1)C(=O)OC(C)(C)C)C)OC[C@@]12CCCN2C[C@@H](C1)F)F tert-butyl (R)-3-((7-chloro-8-fluoro-2-(((2R,7aR)-2-fluorotetrahydro-1H-pyrrolizin-7a(5H)-yl)methoxy)pyrido[4,3-d]pyrimidin-4-yl)(methyl)amino)pyrrolidine-1-carboxylate